trans-N-[8-amino-6-[4-(2-hydroxyethyl)-3-pyridyl]-3-isoquinolyl]-2-cyanocyclopropane-1-carboxamide NC=1C=C(C=C2C=C(N=CC12)NC(=O)[C@H]1[C@@H](C1)C#N)C=1C=NC=CC1CCO